N1(CCC1)CCN1C(NC2=NC=C(C=C21)C2=CC(=CC=C2)OC(F)(F)F)=O 1-[2-(azetidin-1-yl)ethyl]-6-[3-(trifluoromethoxy)phenyl]-3H-imidazo[4,5-b]pyridin-2-one